C(C)OC(=O)C1C(C1)CBr 2-(bromomethyl)cyclopropane-1-carboxylic acid ethyl ester